N-(4-(3-trifluoromethylphenoxy)phenyl)-3,4-dihydro-2H-[1,4]oxazino[2,3-f]quinazolin-10-amine FC(C=1C=C(OC2=CC=C(C=C2)NC2=NC=NC3=CC=C4C(=C23)OCCN4)C=CC1)(F)F